1,4-diethylpiperazine C(C)N1CCN(CC1)CC